ClN1C(N(C(C1(C)C)=O)Cl)=O 1,3-dichloro-5,5-dimethyl-2,4-imidazolidinedione